3-[3-methyl-5-(1-methyl-1H-1,2,4-triazol-3-yl)-1H-pyrazol-1-yl]propyl acetate C(C)(=O)OCCCN1N=C(C=C1C1=NN(C=N1)C)C